2-methoxy-N-[5-(methoxymethyl)-2-phenyl-1H-indol-7-yl]acetamide COCC(=O)NC=1C=C(C=C2C=C(NC12)C1=CC=CC=C1)COC